(R)-3-(3-chloro-4-fluorophenyl)-1-(2-hydroxyethyl)-1-(1-(1-oxo-1,2-dihydroisoquinolin-4-yl)ethyl)urea ClC=1C=C(C=CC1F)NC(N([C@H](C)C1=CNC(C2=CC=CC=C12)=O)CCO)=O